COC(=O)C12N(CC(C1)(C2)C=C)C(C2=CC=CC=C2)=O.[Cl-].C(CCCCCCCCCCCCCCC)[N+](C)(C)C Hexadecyltri-methylammonium chlorid methyl-2-benzoyl-4-vinyl-2-azabicyclo[2.1.1]hexane-1-carboxylate